(E)-1-((8aS)-6-Chloro-5-(5-methyl-1H-indazol-4-yl)-8a,9,11,12-tetrahydropyrazino[2',1':3,4][1,4]oxazepino[5,6,7-de]quinazolin-10(8H)-yl)-4-(dimethylamino)but-2-en-1-one ClC1=C2C3=C(N=CN=C3C=C1C1=C3C=NNC3=CC=C1C)N1[C@H](CO2)CN(CC1)C(\C=C\CN(C)C)=O